C(#N)C1=CC=C(C=C1)C(CN1C([C@@H]2N(CCNC2)CC1)=O)C (9aR)-8-(2-(4-Cyanophenyl)propyl)-9-oxooctahydro-2H-pyrazino[1,2-a]pyrazin